COC(=O)C12CCC(CC1)(CC2)CC(=O)O 2-(4-(methoxycarbonyl)bicyclo[2.2.2]oct-1-yl)acetic acid